BrC(C(=O)/N=C/N(C)C)C (NE)-2-bromo-N-(dimethylamino-methylene)propanamide